4-(4-((1R,5S)-3,8-diazabicyclo[3.2.1]octan-3-yl)-8-fluoro-2-(((2R,7aS)-2-fluorotetrahydro-1H-pyrrolizin-7a(5H)-yl)methoxy)quinazolin-7-yl)-5-chloronaphthalen-2-ol [C@H]12CN(C[C@H](CC1)N2)C2=NC(=NC1=C(C(=CC=C21)C2=CC(=CC1=CC=CC(=C21)Cl)O)F)OC[C@]21CCCN1C[C@@H](C2)F